CC1(NCCC(C1)C(=O)O)C 2,2-dimethylpiperidine-4-carboxylic acid